C(#N)C=1C=C(C=C(C1)C1=C(C=CC=C1C)C)C=1NC(=C([N+]1[O-])C(NC1=CC(=CC=C1)C(F)(F)C1CC1)=O)C 2-(5-cyano-2',6'-dimethyl-[1,1'-biphenyl]-3-yl)-4-((3-(cyclopropyldifluoromethyl)phenyl)carbamoyl)-5-methyl-1H-imidazole 3-oxide